resorcinol sodium [Na].C1(O)=CC(O)=CC=C1